N-(4-(4-(5-ethylhexahydro-pyrrolo[3,4-c]pyrrol-2(1H)-yl)piperidin-1-yl)-2-methoxyphenyl)-6-((R)-3-phenylisoxazolidin-2-yl)pyrimidin-4-amine C(C)N1CC2C(C1)CN(C2)C2CCN(CC2)C2=CC(=C(C=C2)NC2=NC=NC(=C2)N2OCC[C@@H]2C2=CC=CC=C2)OC